cis-methyl 4-(phenylsulfonyl)-6-(trifluoromethyl)piperazine-2-carboxylate C1(=CC=CC=C1)S(=O)(=O)N1C[C@@H](N[C@@H](C1)C(F)(F)F)C(=O)OC